disiloxy ketone [SiH3]OC(=O)O[SiH3]